C(C)(C)(C)OC(=O)NCC1(OC2=C(C1)C=C(C=C2[C@@H](C)NC2=NC=1N(C=C2)N=CC1C(=O)O)F)COC 5-(((1R)-1-(2-(((tert-butoxycarbonyl)amino)methyl)-5-fluoro-2-(methoxymethyl)-2,3-dihydrobenzofuran-7-yl)ethyl)amino)pyrazolo[1,5-a]pyrimidine-3-carboxylic acid